C(CCCC(=O)O)C(=O)O 1,4-butanedicarboxylic acid